6-[3-ethylsulfonyl-6-(1,2,4-triazol-1-yl)-2-pyridyl]-1-(2,2,3,3,3-pentafluoropropyl)-1,7-naphthyridin-2-one C(C)S(=O)(=O)C=1C(=NC(=CC1)N1N=CN=C1)C=1C=C2C=CC(N(C2=CN1)CC(C(F)(F)F)(F)F)=O